NC=1C=NC2=NC=CC=C2C1SC1=CC=CC=C1 3-amino-4-phenylthio-1,8-naphthyridine